(S)-tertButylsulfinamide C(C)(C)(C)[S@](=O)N